2,6-bis(dimethylamino)-N-(methylsulfonyl)hexanamide CN(C(C(=O)NS(=O)(=O)C)CCCCN(C)C)C